C1(CCC1)C1=NN(C2=NC(=CC(=C21)N2CCC(CC2)N2CCC(CC2)OC)C(=O)NS(N(C)C)(=O)=O)C2=CC=C(C=C2)F 3-cyclobutyl-N-(dimethylsulfamoyl)-1-(4-fluorophenyl)-4-(4-methoxy[1,4'-bipiperidin]-1'-yl)-1H-pyrazolo[3,4-b]pyridine-6-carboxamide